methyl 2-((5-chloro-2-(2-oxopyrrolidin-1-yl) phenyl) amino)-2-oxoacetate ClC=1C=CC(=C(C1)NC(C(=O)OC)=O)N1C(CCC1)=O